NC=1C=C(C=C(C1O)N)C1=CC=CC=C1 3,5-diaminobiphenyl-4-ol